C(C)(C)C1C(CC(CC1)C)(C=C)CC(=O)O.C(C1=CC=CC=C1)#N benzonitrile 2-isopropyl-5-methyl-1-vinylcyclohexyl-acetate